Butyl (5-(2-(benzylthio)-3-fluoro-5-methylphenoxy)pentyl)(4,4-difluorocyclohexyl)carbamate C(C1=CC=CC=C1)SC1=C(OCCCCCN(C(OCCCC)=O)C2CCC(CC2)(F)F)C=C(C=C1F)C